NC1=C2N=C(N(C2=NC=N1)CCNC(C)=O)SC1=CC2=C(CCO2)C=C1I N-{2-[6-Amino-8-(5-iodo-2,3-dihydro-benzofuran-6-ylsulfanyl)-purin-9-yl]-ethyl}-acetamide